CC(C)(OCCCCCCN1C=[N+](C=C1)CCCCCCOC(C)(C)C)C 1,3-bis[6-(1,1-dimethylethoxy)hexyl]imidazolium